4-methyl-3-(piperidin-4-yl)-1-toluenesulfonyl-1H-indazole hydrochloride Cl.CC1=C2C(=NN(C2=CC=C1)S(=O)(=O)CC1=CC=CC=C1)C1CCNCC1